3-(4,4-difluoroazepan-1-yl)-5-methyl-6-(trifluoromethyl)pyridazine-4-carboxamide FC1(CCN(CCC1)C=1N=NC(=C(C1C(=O)N)C)C(F)(F)F)F